C(C1=CC=CC=C1)OCCCCC1CCC(CC1)OC1=CC(=CC=C1)Br 1-(((1s,4r)-4-(4-(benzyloxy)butyl)cyclohexyl)oxy)-3-bromobenzene